BrC1=CC=C2C=CN(C(C2=C1)=O)CCOC 7-bromo-2-(2-methoxyethyl)-1,2-dihydro-1-isoquinolinone